C1(CC1)N1C(=NC=2C1=NC(=CC2)C2=CC=C(C=C2)N2CCN(CC2)CCN2CCOCC2)C2=CC=C(C=C2)S(=O)(=O)C 4-(2-(4-(4-(3-cyclopropyl-2-(4-(methylsulfonyl)phenyl)-3H-imidazo[4,5-b]pyridin-5-yl)phenyl)piperazin-1-yl)ethyl)morpholine